C(C)(=O)C1=NN(C2=CC=C(C=C12)C=1C=NC(=NC1)C)CC(=O)N1[C@@H]2C[C@@]2(C[C@H]1C(=O)NC1=NC(=CC=C1C)Br)C (1R,3S,5R)-2-(2-(3-acetyl-5-(2-methylpyrimidin-5-yl)-1H-indazol-1-yl)acetyl)-N-(6-bromo-3-methylpyridin-2-yl)-5-methyl-2-azabicyclo[3.1.0]hexane-3-carboxamide